CC(C)C1=C(C(=C(N1CC[C@H](C[C@H](CC(=O)[O-])O)O)C2=CC=C(C=C2)F)C3=CC=CC=C3)C(=O)NC4=CC=CC=C4.CC(C)C1=C(C(=C(N1CC[C@H](C[C@H](CC(=O)[O-])O)O)C2=CC=C(C=C2)F)C3=CC=CC=C3)C(=O)NC4=CC=CC=C4.O.O.O.[Ca+2] The molecule is a hydrate that is the trihydrate form of atorvastatin calcium. It has a role as an environmental contaminant and a xenobiotic. It is a hydrate and a statin (synthetic). It contains an atorvastatin calcium.